4-(1'-(3-((3-fluoro-4-(tetradecyloxy)phenyl)sulfonyl)-6-(methylsulfinyl)quinolin-4-yl)-[1,4'-bipiperidin]-4-yl)morpholine FC=1C=C(C=CC1OCCCCCCCCCCCCCC)S(=O)(=O)C=1C=NC2=CC=C(C=C2C1N1CCC(CC1)N1CCC(CC1)N1CCOCC1)S(=O)C